CC1(C(N(C=C(C1)C(=O)N[C@@H]1[C@H](C1)C)CC1=NC=CC(=C1)C)=O)C(=O)N 3-methyl-N5-((1s,2s)-2-methylcyclopropyl)-1-((4-methylpyridin-2-yl)methyl)-2-oxo-1,2-dihydropyridine-3,5-dicarboxamide